NC(CCN(C([C@H](F)Cl)=O)NC(=O)[C@H](CC(C)C)NC(=O)C1=NC2=C(N1)C=CC(=C2)Cl)=O N-[(1S)-1-[[(3-amino-3-oxo-propyl)-[(2R)-2-chloro-2-fluoro-acetyl]amino]carbamoyl]-3-methyl-butyl]-5-chloro-1H-benzimidazole-2-carboxamide